OCCCN(CCCCCCCC(=O)OC(CCCCCCCC)CCCCCCCC)CCCCCCCC(OCCCCCCCCCCC)=O heptadecan-9-yl 8-((3-hydroxypropyl)(8-oxo-8-(undecyloxy)octyl)amino)-octanoate